1,4-diacetyloxy-2-butene C(C)(=O)OCC=CCOC(C)=O